C(C1=CC=CC=C1)OC=1C=C2C=C(N(C2=CC1)C(=O)OC(C)(C)C)B(O)O 5-BENZYLOXY-1-BOC-INDOLE-2-BORONIC ACID